ethyl 5-(3,3-dimethylazetidin-1-yl)pyrazolo[1,5-a]pyrimidine-3-carboxylate CC1(CN(C1)C1=NC=2N(C=C1)N=CC2C(=O)OCC)C